BrC1=C(C=C(C(=O)N2CC3=C(C(N(C=4N3N=C(C4CC(C)C)[2H])C4=CC=C(C(=O)NC)C=C4)=O)C[C@H]2C)C=C1)C(F)(F)F (R)-4-(8-(4-bromo-3-(trifluoromethyl)benzoyl)-3-isobutyl-7-methyl-5-oxo-6,7,8,9-tetrahydropyrazolo[1,5-a]pyrido[4,3-e]pyrimidin-4(5H)-yl-2-d)-N-methylbenzamide